4-(7-{[2-(methylsulfonyl)-2,3-dihydro-1H-isoindol-5-yl]methyl}-2,7-diazaspiro[3.5]non-2-yl)-6-(2,2,2-trifluoroethyl)quinazoline CS(=O)(=O)N1CC2=CC=C(C=C2C1)CN1CCC2(CN(C2)C2=NC=NC3=CC=C(C=C23)CC(F)(F)F)CC1